C(C)(C)(C)OC(=O)N1CC2=CC(=CC(=C2CC1)C=C)[N+](=O)[O-] 7-nitro-5-vinyl-3,4-dihydroisoquinoline-2(1H)-carboxylic acid tert-butyl ester